(E)-N-(4-(1-(4-(1-(4-((2-(2,6-dioxopiperidin-3-yl)-3-oxoisoindolin-5-yl)ethynyl)benzyl)piperidin-4-yl)benzoyl)piperidin-4-yl)butyl)-3-(pyridin-3-yl)acrylamide O=C1NC(CCC1N1CC2=CC=C(C=C2C1=O)C#CC1=CC=C(CN2CCC(CC2)C2=CC=C(C(=O)N3CCC(CC3)CCCCNC(\C=C\C=3C=NC=CC3)=O)C=C2)C=C1)=O